(2S,3R)-2-((2-carbamoyl-4-chlorophenyl)sulfonamido)-3-(6-fluoro-2,3-dimethylphenyl)butanoic acid C(N)(=O)C1=C(C=CC(=C1)Cl)S(=O)(=O)N[C@H](C(=O)O)[C@H](C)C1=C(C(=CC=C1F)C)C